benzoinbis-formamidine C1(=C(C(=CC=C1)C(=N)N)C(=N)N)C(=O)C(O)C1=CC=CC=C1